(1S,2S)-2-ethynyl-cyclopropane-1-carboxylic acid ethyl ester C(C)OC(=O)[C@@H]1[C@H](C1)C#C